N(=O)SC[C@H](NC(CC[C@H](N)C(=O)O)=O)C(=O)NCC(=O)O S-Nitrosoglutathion